CC1=C(C(=O)NC)C=CC=C1CN1C(C2=CN=C(C=C2C=C1)Br)=O methyl-3-((6-bromo-1-oxo-2,7-naphthyridin-2(1H)-yl)methyl)-N-methylbenzamide